CC(CNC1=CC=C(C(=O)O)C=C1)CC 4-(N-2-methylbutylamino)benzoic acid